9-([1,1'-biphenyl]-4-yl)-2-(t-butyl)-5-(4-(t-butyl)phenyl)-N,N,12-triphenyl-5,9-dihydro-5,9-diaza-13b-boranaphth[3,2,1-de]anthracene-7-amine C1(=CC=C(C=C1)N1C=2C=CC(=CC2B2C3=C(C=C(C=C13)N(C1=CC=CC=C1)C1=CC=CC=C1)N(C=1C=CC(=CC12)C(C)(C)C)C1=CC=C(C=C1)C(C)(C)C)C1=CC=CC=C1)C1=CC=CC=C1